BrC1=C(C=CC=C1)[C@@H](C)OC(=O)NC=1C(=NOC1C1=CC=C(C(=N1)C)NC(=O)[C@@H]1[C@H](CCCC1)C(=O)O)C (1S,2S)-2-((6-(4-((((R)-1-(2-bromophenyl)ethoxy)carbonyl)amino)-3-methylisoxazol-5-yl)-2-methylpyridin-3-yl)carbamoyl)cyclohexane-1-carboxylic acid